ClC1=NC=C(C(=C1)NC1CCC(CC1)O)C#CC1=CSC=C1 (1s,4s)-4-((2-Chloro-5-(thiophen-3-ylethynyl)pyridin-4-yl)amino)cyclohexan-1-ol